ClC=1C=C(C=CC1Cl)C1=CC(=NC=N1)C(=O)N1CCC2=CC=CC=C12 [6-(3,4-dichloro-phenyl)-pyrimidine-4-yl]-(2,3-dihydro-indol-1-yl)-methanone